FC(C1=NC(=CC(=C1)NC1CCC(CC1)NC(=O)C1=CNC2=CC=CC=C12)C(F)(F)F)(F)F N-[(1s,4s)-4-{[2,6-bis(trifluoromethyl)pyridin-4-yl]amino}cyclohexyl]-1H-indole-3-carboxamide